((2S,3R,6R)-3-(((3,5-Bis(trifluoromethyl)pyridin-2-yl)amino)methyl)-2,6-dimethylmorpholino)(6-methyl-3-(2H-1,2,3-triazol-2-yl)pyridin-2-yl)methanone FC(C=1C(=NC=C(C1)C(F)(F)F)NC[C@@H]1[C@@H](O[C@@H](CN1C(=O)C1=NC(=CC=C1N1N=CC=N1)C)C)C)(F)F